(cyclobutylmethyl)piperazin C1(CCC1)CN1CCNCC1